1-(4-((2,6-dioxopiperidin-3-yl)amino)-2-fluorophenyl)piperidine-4-carboxylic acid hydrochloride Cl.O=C1NC(CCC1NC1=CC(=C(C=C1)N1CCC(CC1)C(=O)O)F)=O